OCC[C@]1(CC[C@H]2[C@@H]3CCC4=CCCC[C@]4(C)[C@H]3CC[C@]12C)OC(CC)=O 21-hydroxy-17-(1-oxopropoxy)pregn-4-ene